n-octyl-4-pyridinecarboxylic acid C(CCCCCCC)C1=NC=CC(=C1)C(=O)O